tert-Butyl 3-(4-cyano-3,5-difluorophenyl)propanoate C(#N)C1=C(C=C(C=C1F)CCC(=O)OC(C)(C)C)F